hydrazine monohydrate O.NN